ethan-1-one-2,2,2-d3 C(C([2H])([2H])[2H])=O